C(C)(C)(C)NC1=NC=C(C(=N1)S(=O)C)C(=O)N 2-(tert-butylamino)-4-(methylsulfinyl)pyrimidine-5-carboxamide